C1(CCCCC1)C[C@@H](C(=O)N[C@H](CO)CCC(NC1=CC=CC=C1)=O)NC(OCC1=CC(=CC=C1)Cl)=O 3-chlorobenzyl ((S)-3-cyclohexyl-1-(((S)-1-hydroxy-5-oxo-5-(phenylamino)pentan-2-yl)amino)-1-oxopropan-2-yl)carbamate